m-[2-amino-6-(1-{[o-(methylsulfonylamino)phenyl]methyl}-1H-1,2,3-triazol-4-yl)-4-pyrimidinyl]benzonitrile NC1=NC(=CC(=N1)C=1C=C(C#N)C=CC1)C=1N=NN(C1)CC1=C(C=CC=C1)NS(=O)(=O)C